N1(N=CC=C1)C1=CC=C(CN(C=2C3=C(N=CN2)N(C=C3)CC3C(CN(CC3)CC(=O)N)O)CC)C=C1 2-(4-((4-((4-(1H-pyrazol-1-yl)benzyl)(ethyl)amino)-7H-pyrrolo[2,3-d]pyrimidin-7-yl)methyl)-3-hydroxypiperidin-1-yl)acetamide